3-((4-fluorotetrahydrofuran-3-yl)oxy)-4-nitro-1-((2-(trimethylsilyl)ethoxy)methyl)-1H-pyrazole FC1C(COC1)OC1=NN(C=C1[N+](=O)[O-])COCC[Si](C)(C)C